[N].[N].[N] nitrogen nitrogen nitrogen